NC1=NC=CC=C1C1=NC=2C(=NC=C(C2)C2=CC=CC=C2)N1C1=CC=C(C=C1)CO (4-(2-(2-Aminopyridin-3-yl)-6-phenyl-3H-imidazo[4,5-b]pyridin-3-yl)phenyl)methanol